3-(5-(4-benzhydryl-3,5-dimethylpiperazine-1-carbonyl)-1-oxoisoindolin-2-yl)piperidine-2,6-dione C(C1=CC=CC=C1)(C1=CC=CC=C1)N1C(CN(CC1C)C(=O)C=1C=C2CN(C(C2=CC1)=O)C1C(NC(CC1)=O)=O)C